2-(6-(benzylthio)-8-fluoroimidazo[1,5-a]pyridin-3-yl)-5-(difluoromethyl)-1,3,4-thiadiazole C(C1=CC=CC=C1)SC=1C=C(C=2N(C1)C(=NC2)C=2SC(=NN2)C(F)F)F